1,1-bis(3-methyl-4-hydroxyphenyl)docosane CC=1C=C(C=CC1O)C(CCCCCCCCCCCCCCCCCCCCC)C1=CC(=C(C=C1)O)C